C(C1=CC=CC=C1)N1CCC(CC1)CN1CCN(CC1)C1CC2=C(N(N=C2CC1)C1=NC=CC=C1)O 5-[4-(1-benzylpiperidin-4-ylmethyl)-piperazin-1-yl]-2-pyridin-2-yl-4,5,6,7-tetrahydro-2H-indazol-3-ol